C(C)C=1NC(=C(N1)C1=CC=C(C=C1)F)C=1C=CC=2N(C1)N=CN2 6-(2-Ethyl-4-(4-fluorophenyl)-1H-imidazol-5-yl)-[1,2,4]triazolo[1,5-a]pyridine